methyl-5-(4-oxa-7-azaspiro[2.5]oct-7-yl)pyridazine-3-carbonitrile CC1=C(N=NC=C1N1CCOC2(CC2)C1)C#N